1-(4-aminophenyl)-N-(3-ethylphenyl)-3-methyl-5-oxo-4,5-dihydro-1H-pyrazole-4-carboxamide NC1=CC=C(C=C1)N1N=C(C(C1=O)C(=O)NC1=CC(=CC=C1)CC)C